ClC1=C(C=CC=C1)C1=NOC(=C1COC1C[C@H]2CC[C@@H](C1)N2C(=O)OC(C)(C)C)C2CC2 (1R,3R,5S)-tert-butyl 3-((3-(2-chlorophenyl)-5-cyclopropylisoxazol-4-yl)methoxy)-8-azabicyclo[3.2.1]octane-8-carboxylate